2,2'-(1,3-dibromo-2-trifluoromethyl-5-fluoro-4,6-phenylene)diacetonitrile BrC1=C(C(=C(C(=C1CC#N)F)CC#N)Br)C(F)(F)F